FC(CN1N=CC=2C1=NC(=CN2)N2CC1(C2)OCCN(C1)C=1C=NC(=CC1)C(F)(F)F)F 2-[1-(2,2-difluoroethyl)-1H-pyrazolo[3,4-b]pyrazin-6-yl]-8-[6-(trifluoromethyl)pyridin-3-yl]-5-oxa-2,8-diazaspiro[3.5]nonane